cyclopropyl(3-(6-(3-methylisoxazol-5-yl)pyrrolo[2,1-f][1,2,4]triazin-4-yl)-3,8-diazabicyclo[3.2.1]octan-8-yl)methanone C1(CC1)C(=O)N1C2CN(CC1CC2)C2=NC=NN1C2=CC(=C1)C1=CC(=NO1)C